[Cl-].C(CCCCCCCCCC)[NH+]1CCC(CC1)CCCC 1-Undecyl-4-butylpiperidinium chlorid